1-(4-chlorophenyl)-1H-pyrazol-3-yl-2-chloronicotinate ClC1=CC=C(C=C1)N1N=C(C=C1)OC(C1=C(N=CC=C1)Cl)=O